4,4-difluoro-1-(4-isothiocyanato-2-(trifluoromethyl)benzyl)piperidine FC1(CCN(CC1)CC1=C(C=C(C=C1)N=C=S)C(F)(F)F)F